BrC1=CC=C(C(=O)N(C)C[C@H](C)O[Si](C)(C)C(C)(C)C)C=C1 4-bromo-N-[(2S)-2-[(tert-butyldimethylsilyl)oxy]propyl]-N-methylbenzamide